(5-((2-(4-(cyclopropylamino)phenyl)-2-oxoethyl)thio)-1H-tetrazol-1-yl)benzoic acid C1(CC1)NC1=CC=C(C=C1)C(CSC1=NN=NN1C1=C(C(=O)O)C=CC=C1)=O